isopropoxyisoquinoline-6-carboxamide C(C)(C)OC1=NC=CC2=CC(=CC=C12)C(=O)N